r-dioxane O1CCOCC1